ClC1=CC=C(C(=N1)N1CC(CC1)C(C)C)C(=O)N1CCS(CC1)(=O)=O [6-chloro-2-(3-propan-2-ylpyrrolidin-1-yl)pyridinyl]-(1,1-dioxo-1,4-thiazinan-4-yl)methanone